C(#N)C1=CC=C(C=C1)C=1N=C2C(=NC1)N=C(S2)NC(=O)C=2C=NC(=CC2C2=C(C(=NC=C2OC)C)F)C N-(6-(4-cyanophenyl)thiazolo[4,5-b]pyrazin-2-yl)-3'-fluoro-5'-methoxy-2',6-Dimethyl-[4,4'-bipyridyl]-3-carboxamide